COC1=CC=C(C=C1)C=1C=C(C=C2C=3C=C(C(=CC3C3=C(C(=CC=C3C12)OCCCCC)OCCCCC)OCCCCC)OCCCCC)OCCCCC 8-(4-methoxyphenyl)-2,3,6,11,12-penta(pentyloxy)triphenylene